3-(1-ethyl-4-methyl-1H-benzo[d][1,2,3]triazol-5-yl)-3-(2-(quinoline-2-carbonyl)-1,2,3,4-tetrahydroisoquinolin-7-yl)propanoic acid C(C)N1N=NC2=C1C=CC(=C2C)C(CC(=O)O)C2=CC=C1CCN(CC1=C2)C(=O)C2=NC1=CC=CC=C1C=C2